2-(5-((4-(2-hydroxyethyl)piperidin-1-yl)sulfonyl)-2-propoxyphenyl)-6-(hydroxymethyl)-5-methyl-7-propyl-3,5-dihydro-4H-pyrrolo[3,2-d]pyrimidin-4-one OCCC1CCN(CC1)S(=O)(=O)C=1C=CC(=C(C1)C=1NC(C2=C(N1)C(=C(N2C)CO)CCC)=O)OCCC